(5-((tert-butyldimethylsilyl)oxy)-2-chlorophenyl)-2-chloro-4-methoxypyrimidine-5-carboxamide [Si](C)(C)(C(C)(C)C)OC=1C=CC(=C(C1)C1=C(C(=NC(=N1)Cl)OC)C(=O)N)Cl